(1R,3S,4S,5R)-2-(tert-butoxycarbonyl)-5-methyl-2-azabicyclo[3.1.0]Hexane C(C)(C)(C)OC(=O)N1[C@@H]2C[C@]2(CC1)C